tert-Butyl 2-((((9H-fluoren-9-yl)methoxy) carbonyl)(methyl)amino)-3-(5-bromopyridin-3-yl)propanoate C1=CC=CC=2C3=CC=CC=C3C(C12)COC(=O)N(C(C(=O)OC(C)(C)C)CC=1C=NC=C(C1)Br)C